6-(propyl (2-(thien-2-yl) ethyl) amino)-5,6,7,8-tetrahydronaphthalen-1-yl 4-p-palmitoylbenzoylaminobutyrate C(CCCCCCCCCCCCCCC)(=O)C1=CC=C(C(=O)NCCCC(=O)OC2=CC=CC=3CC(CCC23)N(CCC=2SC=CC2)CCC)C=C1